2-(2-Fluorophenyl)-N-[(3S)-2-oxo-5-phenyl-1,3-dihydro-1,4-benzodiazepin-3-yl]pyrazolo[1,5-a]pyrimidine-3-carboxamide FC1=C(C=CC=C1)C1=NN2C(N=CC=C2)=C1C(=O)N[C@@H]1C(NC2=C(C(=N1)C1=CC=CC=C1)C=CC=C2)=O